C(C)(C)(C)OC(=O)N(C([O-])=O)C1=NC(=CC=C1)CBr [(tert-butoxy)carbonyl]-N-[6-(bromomethyl)pyridin-2-yl]carbamate